Cl.FC=1C=2N(C=CC1NC1=NC=NC3=CC(=CC(=C13)O[C@H](C)C1=NC=CC=N1)C=1C=NN(C1)C)N=CC2 N-{4-fluoro-pyrazolo[1,5-a]pyridin-5-yl}-7-(1-methyl-1H-pyrazol-4-yl)-5-[(1R)-1-(pyrimidin-2-yl)-ethoxy]quinazolin-4-amine HCl salt